ClC1=CC=C(CNC2=C(C(=CC=C2)C)O)C=C1 2-((4-chlorobenzyl)amino)-6-methylphenol